3-Bromo-5-chloro-4-cyclopropylaniline BrC=1C=C(N)C=C(C1C1CC1)Cl